C1(CCCCC1)C1=C(C=C(C=C1O)\C=C\C1=C(C(=C(C=C1)F)F)F)O (E)-2-cyclohexyl-5-(2,3,4-trifluorostyryl)-1,3-benzenediol